N-(2,4-dimethoxybenzyl)-6-(pyridin-4-yl)-1-(tetrahydro-2H-pyran-2-yl)-1H-pyrazolo[4,3-c]pyridin-4-amine COC1=C(CNC2=NC(=CC3=C2C=NN3C3OCCCC3)C3=CC=NC=C3)C=CC(=C1)OC